COC=1C=C(C=CC1)NS(=O)(=O)NC(=N)N N-(3-methoxyphenyl)sulfamoyl-guanidine